Ethyl 7-((6-ethyl-5,5-dioxido-6,11-dihydrodibenzo[c,f][1,2]thiazepin-11-yl)amino)heptanoate C(C)N1S(C2=C(C(C3=C1C=CC=C3)NCCCCCCC(=O)OCC)C=CC=C2)(=O)=O